CC1=NC(=CC=C1OC1CCCCC1)C=1C=NN(C1CNC(=O)OCC(C)(C)C)C (1S,3S)-3-((2-Methyl-6-(1-methyl-5-((((neopentyloxy)carbonyl)amino)methyl)-1H-pyrazol-4-yl)pyridin-3-yl)oxy)cyclohexan